CCCCCCCCCCCCCC(CC(=O)O)O DL-β-hydroxypalmitic acid